C(C(C)C)(=O)N1C[C@@H](N(C[C@H]1C)C=1C2=C(N=CN1)N(C=C2C(F)(F)F)C=2C=C(C#N)C=CC2)C 3-(4-((2S,5R)-4-Isobutyryl-2,5-dimethylpiperazin-1-yl)-5-(trifluoromethyl)-7H-pyrrolo[2,3-d]pyrimidin-7-yl)benzonitrile